5-benzyl-3-((1-isopropyl-1H-indazole-3-carboxamido)methyl)-4,5-dihydroisoxazole C(C1=CC=CC=C1)C1CC(=NO1)CNC(=O)C1=NN(C2=CC=CC=C12)C(C)C